3α-hydroxy-23-methyl-5α-cholan-6-one O[C@H]1C[C@@H]2C(C[C@H]3[C@@H]4CC[C@H]([C@@H](CC(C)C)C)[C@]4(CC[C@@H]3[C@]2(CC1)C)C)=O